C(C)C1=NC=NC=N1 ethyl-1,3,5-triazine